(3-hydroxypropyl)piperidine-1-carboxylic acid tert-butyl ester C(C)(C)(C)OC(=O)N1C(CCCC1)CCCO